ethyl-ammonium lead [Pb+2].C(C)[NH3+]